C(C=C)(=O)OCCCCCCOC1=CC(=C(C(=O)O)C=C1)F 4-(6-(acryloyloxy)hexyloxy)-2-fluorobenzoic acid